(R)-N-(8-((tert-butyldimethylsilyl)oxy)-5-fluoroquinolin-6-yl)-5-((1-(dimethylamino)propan-2-yl)oxy)-7-(1-methyl-1H-pyrazol-4-yl)quinazolin-4-amine [Si](C)(C)(C(C)(C)C)OC=1C=C(C(=C2C=CC=NC12)F)NC1=NC=NC2=CC(=CC(=C12)O[C@@H](CN(C)C)C)C=1C=NN(C1)C